Cl.C(C)(C)(C)OC(=O)N([C@H]1CN(CCC1)C=1C=CC(=NC1)C1(COC1)C(=O)O)CC1(CC1)C (R)-3-(5-(3-((tert-butoxycarbonyl)((1-methylcyclopropyl)methyl)amino)piperidin-1-yl)pyridin-2-yl)oxetane-3-carboxylic acid HCl salt